CC=1N=C(C=2N(C1)N=C(C2)C=2N=C1N(C(C2)=O)C=C(C=C1)N1CCNCC1)CCC 2-(6-methyl-4-propylpyrazolo[1,5-a]pyrazin-2-yl)-7-(piperazin-1-yl)-4H-pyrido[1,2-a]pyrimidin-4-one